3-[2-[2-(2-aminoethoxy)ethoxy]ethoxy]propan-1-ol NCCOCCOCCOCCCO